N-{3-[2-(4-chloro-3-fluorophenoxy)acetamido]bicyclo[1.1.1]pentan-1-yl}acetamide methyl-1-[(4-methoxyphenyl)methyl]-2-methyl-piperidine-4-carboxylate COC(=O)C1CC(N(CC1)CC1=CC=C(C=C1)OC)C.ClC1=C(C=C(OCC(=O)NC23CC(C2)(C3)NC(C)=O)C=C1)F